6-chloro-7-nitro-3,4-dihydro-1H-isoquinoline-2-carboxylic acid tert-butyl ester C(C)(C)(C)OC(=O)N1CC2=CC(=C(C=C2CC1)Cl)[N+](=O)[O-]